C(C)N(CCOC=1C=CC2=C(C(C=3N(C4=CC(=CC=C4C3C2=O)C#N)CCN(CC)CC)(C)C)N1)CC 2-(2-Diethylamino-ethoxy)-10-(2-diethylamino-ethyl)-11,11-dimethyl-5-oxo-10,11-dihydro-5H-pyrido[2,3-b]carbazole-8-carbonitrile